Cl.C1NCC12CCC(CC2)CO (2-azaspiro[3.5]nonan-7-yl)methanol hydrochloride